CN1C(N(C=2N(C(N(C(C12)=O)C)=O)C)C)=O Tetramethyl-uric acid